ClC=1C=C2C=C(NC2=CC1)C(=O)NC1=NC(=C(C(=C1C)C)O)C 5-Chloro-N-(5-hydroxy-3,4,6-trimethylpyridin-2-yl)-1H-indol-2-carboxamid